CS(=O)(=O)OCCN1CCC(CC1)C1=CC=C2C(C=3N(C=4C=CC=C(C4C(N3)=O)Cl)C2=C1)(C)C (4-(4-chloro-7,7-dimethyl-5-oxo-5,7-dihydroindolo[1,2-a]quinazolin-10-yl)piperidin-1-yl)ethyl methanesulfonate